2-(2-chloro-5-phenyl-1,3-thiazole-4-carbonyl)-3-[(4-fluorophenoxy)methyl]-2-azabicyclo[3.1.1]heptane ClC=1SC(=C(N1)C(=O)N1C2CC(CC1COC1=CC=C(C=C1)F)C2)C2=CC=CC=C2